C(=O)(C=C)C1=C(C(=O)N)C=CC=C1 acryl-benzamide